NCC1(CCN(CC1)C=1N=CC(=NC1)SC=1C(=C(C=CC1)NC(=O)NS(=O)(=O)C1=CC=CC=C1)Cl)C N-((3-((5-(4-(aminomethyl)-4-methylpiperidin-1-yl)pyrazin-2-yl)thio)-2-chlorophenyl)carbamoyl)benzene-sulfonamide